xanthosine 3'-diphosphate P(O)(=O)(OP(=O)(O)O)O[C@H]1[C@H]([C@@H](O[C@@H]1CO)N1C=NC=2C(=O)NC(=O)NC12)O